CC1(COS(=O)(=O)N1C(=O)OC(C)(C)C)C tert-butyl 4,4-dimethyl-2,2-dioxo-oxathiazolidine-3-carboxylate